9-[6-[5-(6-methyl-2-pyridyl)-1H-imidazol-4-yl]-3-quinolyl]-3-azaspiro[5.5]undec-9-ene CC1=CC=CC(=N1)C1=C(N=CN1)C=1C=C2C=C(C=NC2=CC1)C=1CCC2(CCNCC2)CC1